C1(=CC=CC=C1)C1=C(N=C2C1=NC(C2=O)=O)C2=CC=CC=C2 diphenyl-pyrrolopyrroledione